1-(6-chloro-1-(3-(pyridin-3-yl)-1H-indazol-3-yl)ethyl)-1H-pyrazolo[3,4-d]pyrimidin-4-amine ClC1=CC=C2C(NNC2=C1)(C=1C=NC=CC1)C(C)N1N=CC=2C1=NC=NC2N